isopropyl 2-chloro-4-(3,3-dimethyl-2,3-dihydro-1H-pyrrolo[3,2-b]pyridin-1-yl)pyrimidine-5-carboxylate ClC1=NC=C(C(=N1)N1CC(C2=NC=CC=C21)(C)C)C(=O)OC(C)C